FC(C1=NN(C2=CC=CC=C12)C1N(C=CC=N1)[C@@H]1CC[C@H](CC1)OCCCS(=O)(=O)C)F 2-(3-(difluoromethyl)-1H-indazol-1-yl)-N-(trans-4-(3-(methylsulfonyl)propoxy)cyclohexyl)pyrimidine